C(C)[C@@]1(C(N(C(N1)=O)C=1C=NC(=NC1)OC1=CC(=C(C=C1)C)OC(F)(F)F)=O)C (5R)-5-Ethyl-5-methyl-3-[2-({4-methyl-3-[(trifluoromethyl)oxy]phenyl}oxy)-5-pyrimidinyl]-2,4-imidazolidinedione